CC1=CC=C(C=C1)S(=O)(=O)N1C2=C(O[C@H](C1)C13CCC(CC1)(C3)C(=O)O)C=CC(=C2)C2=CC(=CC(=C2)F)OC(F)F 4-((S)-4-((4-methylphenyl)sulfonyl)-6-(3-(difluoromethoxy)-5-fluorophenyl)-3,4-dihydro-2H-benzo[b][1,4]oxazin-2-yl)bicyclo[2.2.1]heptane-1-carboxylic acid